(+/-)-tert-butyl((S)-1-((R)-3,4-dihydro-1H-[1,4]oxazino[4,3-b]indazol-1-yl)ethyl)carbamate C(C)(C)(C)OC(N[C@@H](C)[C@H]1OCCN2N=C3C=CC=CC3=C21)=O |r|